2-(((((S)-1-ethylpyrrolidin-2-yl)methyl)amino)methylene)-5-phenylcyclohexane-1,3-dione C(C)N1[C@@H](CCC1)CNC=C1C(CC(CC1=O)C1=CC=CC=C1)=O